N-{2-benzyl-2-azaspiro[3.3]heptan-6-yl}-4-(4-cyano-2-fluorophenyl)piperazine-1-carboxamide C(C1=CC=CC=C1)N1CC2(C1)CC(C2)NC(=O)N2CCN(CC2)C2=C(C=C(C=C2)C#N)F